O=C1C2=CC=CC=C2NC12CCNCC2 3-oxospiro[indoline-2,4'-piperidine]